FC=1C=C(C=CC1CS(=O)(=O)C)C1=C(NC2=C(C=CC=C12)C(C)C1=NOC(=N1)C1CNC(C1)=O)C(=O)O 3-[3-Fluoro-4-(methylsulfonylmethyl)phenyl]-7-[1-[5-(5-oxopyrrolidin-3-yl)-1,2,4-oxadiazol-3-yl]ethyl]-1H-indole-2-carboxylic acid